N[C@@H](CO)C(=O)O syn-serine